O=C1N(CCC(N1)=O)C1=C(CN(C2CCN(CC2)C=2C=CC3=C(N(C(=N3)NC(C3=CC(=CC=C3)C(F)(F)F)=O)C3CCC(CC3)CO)C2)C)C=CC=C1 N-(6-(4-((2-(2,4-dioxotetrahydropyrimidin-1(2H)-yl)benzyl)(methyl)amino)piperidin-1-yl)-1-((1s,4s)-4-(hydroxymethyl)cyclohexyl)-1H-benzo[d]imidazol-2-yl)-3-(trifluoromethyl)benzamide